1,4,5-oxadiazole O1C=CN=N1